FC1=C2C(=NC=3N(C2=CC=C1)C(=NN3)C)N3CCCC1=C(C=CC=C31)C#CC3(CC3)C(F)(F)F 6-fluoro-1-methyl-5-(5-((1-(trifluoromethyl)cyclopropyl)ethynyl)-3,4-dihydroquinolin-1(2H)-yl)-[1,2,4]triazolo[4,3-a]quinazoline